N\C(=C/C(COC)=O)\C (Z)-4-amino-1-methoxypent-3-en-2-one